2-acetamido-3,4,6-tri-O-acetyl-2-deoxy-α-D-glucopyranose chloride [Cl-].C(C)(=O)N[C@H]1[C@@H](O)O[C@@H]([C@H]([C@@H]1OC(C)=O)OC(C)=O)COC(C)=O